4-phenoxyacetophenone CC(=O)C1=CC=C(C=C1)OC2=CC=CC=C2